(S)-N-((5-chloro-6-((3-methylisoxazol-5-yl)methoxy)-1H-indol-2-yl)methyl)-1-methylazetidine-2-carboxamide ClC=1C=C2C=C(NC2=CC1OCC1=CC(=NO1)C)CNC(=O)[C@H]1N(CC1)C